1-((2S,4R)-4-((4-chlorophenyl)amino)-2-methyl-6-(1-methyl-1H-pyrazol-5-yl)-3,4-dihydroquinolin-1(2H)-yl)ethan-1-one ClC1=CC=C(C=C1)N[C@@H]1C[C@@H](N(C2=CC=C(C=C12)C1=CC=NN1C)C(C)=O)C